C(C)N(C(\C=C\C1=CC(=CC=C1)OC)=O)CC=1SC=CC1 (E)-N-ethyl-3-(3-methoxyphenyl)-N-(thiophen-2-ylmethyl)acrylamide